N1(CCCC12CCCC2)CCC(=O)NC=2C=C(C(=NC2)C)NC(=O)C2=NN=C1N2C=CC(=C1)C=1C=NN(C1)C N-(5-(3-(1-azaspiro[4.4]nonan-1-yl)propanamido)-2-methylpyridin-3-yl)-7-(1-methyl-1H-pyrazol-4-yl)-[1,2,4]triazolo[4,3-a]pyridine-3-carboxamide